2-(3',5'-di-tert-butyl-2'-hydroxyphenyl)benzotriazole perfluorophenyl-4-vinylbenzenesulfonate FC=1C(=C(C(=C(C1C(=C(F)F)F)F)F)S(=O)(=O)O)C1=C(C(=C(C(=C1F)F)F)F)F.C(C)(C)(C)C=1C(=C(C=C(C1)C(C)(C)C)N1N=C2C(=N1)C=CC=C2)O